Trans-1,1,1,3-tetrafluoropropene FC(\C=C\F)(F)F